CC1(NCC1C(=O)N1CCC(CC1)N1N=CC(=C1C)C=1C=C(C=2N(C1)N=CC2C#N)OC)C 6-(1-(1-(2,2-dimethylazetidine-3-carbonyl)piperidin-4-yl)-5-methyl-1H-pyrazol-4-yl)-4-methoxypyrazolo[1,5-a]pyridine-3-carbonitrile